2,2'-((2-(3-(decyloxy)-5-pentadecylphenoxy)ethyl)azanediyl)bis(ethan-1-ol) C(CCCCCCCCC)OC=1C=C(OCCN(CCO)CCO)C=C(C1)CCCCCCCCCCCCCCC